5-(1-(8-cyclobutyl-8-azabicyclo[3.2.1]octan-3-yl)piperidin-4-yl)-3,7-dimethyl-2-(4-(methylsulfonyl)phenyl)-3H-imidazo[4,5-b]pyridine C1(CCC1)N1C2CC(CC1CC2)N2CCC(CC2)C2=CC(=C1C(=N2)N(C(=N1)C1=CC=C(C=C1)S(=O)(=O)C)C)C